FC=1C=C2C=NN(C2=CC1B1OC(C(O1)(C)C)(C)C)C1CCN(CC1)C(C)=O 1-{4-[5-fluoro-6-(4,4,5,5-tetramethyl-1,3,2-dioxaborolan-2-yl)indazol-1-yl]piperidin-1-yl}ethanone